[6-(3-cyclopropyl-1H-1,2,4-triazol-5-yl)-2-azaspiro[3.3]heptan-2-yl]-[6-[[3-(trifluoromethyl)-1,2,4-oxadiazol-5-yl]methyl]-2,6-diazaspiro[3.3]heptan-2-yl]methanone C1(CC1)C1=NNC(=N1)C1CC2(CN(C2)C(=O)N2CC3(C2)CN(C3)CC3=NC(=NO3)C(F)(F)F)C1